4-chloro-2-[3-[(1S)-1-[(4-methyl-1,2,4-triazol-3-yl)sulfanyl]ethyl]phenyl]-3H-pyrrolo[3,4-c]pyridin-1-one ClC1=NC=CC2=C1CN(C2=O)C2=CC(=CC=C2)[C@H](C)SC2=NN=CN2C